(±)-2-benzyl-5-butyl-6-pentyl-1,3-dioxan-4-ol C(C1=CC=CC=C1)C1OC(C(C(O1)O)CCCC)CCCCC